Benzyl (4-((cyclopentylimino)methyl)pyrimidin-2-yl)carbamate hydrochloride Cl.C1(CCCC1)N=CC1=NC(=NC=C1)NC(OCC1=CC=CC=C1)=O